O1CCC(C2=CC=CC=C12)NC(=O)[C@@H]1C2(C[C@@H]3OCC[C@@H](C(N31)=O)NC([C@H](C)N(C(OC(C)(C)C)=O)C)=O)CCCC2 tert-butyl ((2S)-1-(((4'S,7'S,9a'S)-7'-(chroman-4-ylcarbamoyl)-5'-oxohexahydro-7'H-spiro[cyclopentane-1,8'-pyrrolo[2,1-b][1,3]oxazepin]-4'-yl)amino)-1-oxopropan-2-yl)(methyl)carbamate